(S)-2-(1-(4-amino-3-(2,3-difluoro-4-methoxyphenyl)-1H-pyrazolo[3,4-d]pyrimidin-1-yl)ethyl)-3-phenylquinazolin-4(3H)-one NC1=C2C(=NC=N1)N(N=C2C2=C(C(=C(C=C2)OC)F)F)[C@@H](C)C2=NC1=CC=CC=C1C(N2C2=CC=CC=C2)=O